ClC1=C(CNC(=O)[C@]2(C=3C=CC=NC3[C@@]3(CC2)NC(COC3)=O)F)C=CC(=C1)Cl (3R,5's)-N-(2,4-dichlorobenzyl)-5'-fluoro-5-oxo-6',7'-dihydro-5'h-spiro[morpholine-3,8'-quinoline]-5'-carboxamide